S(=O)(=O)(ON1C2C=C(CN(C1=O)C2)N2N=CC(=C2)C#N)[O-].[Na+] sodium [3-(4-cyanopyrazol-1-yl)-7-oxo-1,6-diazabicyclo[3.2.1]oct-3-en-6-yl] sulfate